OC1(CC1)C=1NC(=NN1)C1CC2(CN(C2)C(=O)N2CC(C2)C2=CC=C(C=C2)OCC2(CC2)C(F)(F)F)C1 [6-[5-(1-hydroxycyclopropyl)-4H-1,2,4-triazol-3-yl]-2-azaspiro[3.3]heptan-2-yl]-[3-[4-[[1-(trifluoromethyl)cyclopropyl]methoxy]phenyl]azetidin-1-yl]methanone